rel-2-((3R,4R)-4-(((6-(((1,1-difluorospiro[2.5]octan-6-yl)methyl)(ethyl)amino)-5-fluoropyrimidin-4-yl)amino)-methyl)-3-hydroxypiperidin-1-yl)acetamide FC1(CC12CCC(CC2)CN(C2=C(C(=NC=N2)NC[C@@H]2[C@H](CN(CC2)CC(=O)N)O)F)CC)F |o1:19,20|